BrC=1C=C2C(=CC1)C(N(CC21CC1)CC(=O)OC)=S Methyl 2-(6-bromo-1-sulfanylidenespiro[3H-isoquinoline-4,1'-cyclopropane]-2-yl)acetate